N-(3-(2-amino-8-(difluoromethyl)-5-oxopyrido[4,3-d]pyrimidin-6(5H)-yl)-2,4-difluorophenyl)-5-chloro-2-methoxypyridine-3-sulfonamide NC=1N=CC2=C(N1)C(=CN(C2=O)C=2C(=C(C=CC2F)NS(=O)(=O)C=2C(=NC=C(C2)Cl)OC)F)C(F)F